3,4-Dichloro-5-hydroxy-1-methyl-1,5-dihydro-pyrrol-2-one ClC=1C(N(C(C1Cl)O)C)=O